(4-(8-(6-aminopyridin-3-yl)-3-methyl-2-oxo-2,3-dihydro-1H-imidazo[4,5-c][1,5]naphthyridin-1-yl)phenyl)-2-methylpropanenitrile NC1=CC=C(C=N1)C1=NC=2C3=C(C=NC2C=C1)N(C(N3C3=CC=C(C=C3)C(C#N)(C)C)=O)C